(S)-1-(1-((4-(3-hydroxypyrrolidin-1-yl)-3-(1H-indol-2-yl)phenyl)sulfonyl)-1,6-diazaspiro[3.3]heptan-6-yl)ethan-1-one O[C@@H]1CN(CC1)C1=C(C=C(C=C1)S(=O)(=O)N1CCC12CN(C2)C(C)=O)C=2NC1=CC=CC=C1C2